[Si](C)(C)(C(C)(C)C)OCC1(CN(C1)C=1C=CC=2N(C1)N=C(N2)NC2=C(N=NC(=C2)NC(=O)C2CC2)C(=O)NC)F 4-((6-(3-(((tert-butyldimethylsilyl)oxy)methyl)-3-fluoroazetidin-1-yl)-[1,2,4]triazolo[1,5-a]pyridin-2-yl)amino)-6-(cyclopropanecarboxamido)-N-methylpyridazine-3-carboxamide